N,N-bis(trimethylsilyl)-aminoethylmethyldiethoxysilane C[Si](N([Si](C)(C)C)CC[Si](OCC)(OCC)C)(C)C